FC1(CCN(CC1)C(=O)C1=CC=C(CN2C3=NC(=NC=C3NC2=O)C2=C(C=CC=C2)C(C)C)C=C1)F 9-(4-(4,4-difluoropiperidine-1-carbonyl)benzyl)-2-(2-isopropylphenyl)-7,9-dihydro-8H-purin-8-one